(4-((R)-2-amino-3-(2H-1,2,3-triazol-2-yl)propoxy)phenyl)((R)-3-(4-fluorophenyl)pyrrolidin-1-yl)methanone N[C@@H](COC1=CC=C(C=C1)C(=O)N1C[C@H](CC1)C1=CC=C(C=C1)F)CN1N=CC=N1